4-[6-[6-(2,6-difluorobenzoyl)-3,6-diazabicyclo[3.1.1]heptan-3-yl]-3-pyridyl]-6-[1-(1,4-dioxaspiro[4.5]decan-8-yl)pyrazol-4-yl]pyrazolo[1,5-a]pyrazine-3-carbonitrile FC1=C(C(=O)N2C3CN(CC2C3)C3=CC=C(C=N3)C=3C=2N(C=C(N3)C=3C=NN(C3)C3CCC4(OCCO4)CC3)N=CC2C#N)C(=CC=C1)F